(S)-4-(4'-fluorophenyl)oxazolin-2-one-5,5-d2 FC1=CC=C(C=C1)C1=NC(OC1([2H])[2H])=O